FC(CN1N=CC(=C1)NC1=NC=CC(=N1)C1=CC=C(C=C1)N1C(NCC1)=O)F 1-(4-(2-((1-(2,2-difluoroethyl)-1H-pyrazol-4-yl)amino)pyrimidin-4-yl)phenyl)imidazolidin-2-one